(2-methoxyphenyl)(3-chloro-4-nitrophenyl)methanone COC1=C(C=CC=C1)C(=O)C1=CC(=C(C=C1)[N+](=O)[O-])Cl